isopropylmalate C(C)(C)OC(C(O)CC(=O)[O-])=O